4,4,5,5-tetramethyl-2-(3-((1R)-3-(trifluoromethoxy)cyclopentyl)phenyl)-1,3,2-dioxaborolan CC1(OB(OC1(C)C)C1=CC(=CC=C1)[C@H]1CC(CC1)OC(F)(F)F)C